[C@H](C)(CC)N1C(N(C2(CC2)C1=O)CC=1SC(=NN1)C1=C(C(=C(C=C1)F)O)F)=O (S)-6-(sec-butyl)-4-((5-(2,4-difluoro-3-hydroxyphenyl)-1,3,4-thiadiazol-2-yl)methyl)-4,6-diazaspiro[2.4]heptane-5,7-dione